C(C1=CC=CC=C1)C1CCN(CC1)CC(=O)O 2-(4-benzylpiperidin-1-yl)acetic acid